3,5-dimethyl-3-hydroxy-1-hexyne CC(C#C)(CC(C)C)O